C1=C(C(=CC2=CC=CC=C12)[O-])[O-].C1=C(C(=CC2=CC=CC=C12)[O-])[O-].[Ca+2].[Ca+2] calcium bis(2,3-naphthalenediolate)